COC=1C=C(C=CC1OC)C1=CC=NC=2N1N=C(C2)C(=O)NC21CCC(CC2)(CC1)C(=O)OC methyl 4-(7-(3,4-dimethoxyphenyl)pyrazolo[1,5-a]pyrimidine-2-carboxamido)bicyclo[2.2.2]octane-1-carboxylate